3-METHYLPYRAZINE-2-BORONIC ACID CC=1C(=NC=CN1)B(O)O